3-(4-bromophenyl)-1-((2-(trimethylsilyl)ethoxy)methyl)-1H-1,2,4-triazole BrC1=CC=C(C=C1)C1=NN(C=N1)COCC[Si](C)(C)C